N-(4-methoxybenzyl)-4-((4-(4-(quinoxalin-2-yl)-1H-pyrazol-1-yl)piperidin-1-yl)sulfonyl)butan-1-amine COC1=CC=C(CNCCCCS(=O)(=O)N2CCC(CC2)N2N=CC(=C2)C2=NC3=CC=CC=C3N=C2)C=C1